C(CCC)C(C(C(=O)OCC(COC(C(C(C1=CC=CC=C1)CCCC)(O)CCCC)=O)(COC(C(C(C1=CC=CC=C1)CCCC)(O)CCCC)=O)COC(C(C(C1=CC=CC=C1)CCCC)(O)CCCC)=O)(O)CCCC)C1=CC=CC=C1 pentaerythritol tetra-(dibutyl hydroxy hydrocinnamate)